COC=1C=C2C(=NC=NC2=CC1OC)OC1=C(C=C(C=C1)NC(=O)C1=C2C(=CN(C1=O)C1=CC=C(C=C1)F)CCO2)F N-(4-((6,7-dimethoxyquinazolin-4-yl)oxy)-3-fluorophenyl)-5-(4-fluorophenyl)-6-oxo-2,3,5,6-tetrahydrofuro[3,2-c]pyridine-7-carboxamide